FC1=C(C=CC(=C1)C1C(C(OC2=CC(=CC=C12)O)(C)C)C1=CC(=CC=C1)OC)N1CCC(CC1)CN1CCN(CC1)C=1C=C2CN(C(C2=CC1)=O)C1C(NC(CC1)=O)=O 3-(5-(4-((1-(2-fluoro-4-(7-hydroxy-3-(3-methoxyphenyl)-2,2-dimethylchroman-4-yl)phenyl)piperidin-4-yl)methyl)piperazin-1-yl)-1-oxoisoindolin-2-yl)piperidine-2,6-dione